naphthaleneformamide silver naphthoate C1(=CC=CC2=CC=CC=C12)C(=O)[O-].[Ag+].C1(=CC=CC2=CC=CC=C12)C(=O)N